4-(5-fluoropyrimidin-2-yl)-5-(trifluoromethyl)pyridin-2-amine FC=1C=NC(=NC1)C1=CC(=NC=C1C(F)(F)F)N